C(C)(C)(C)OC(=O)N1CCN(CC1)C=1C(=C2C(=CN1)NC=C2C(C)C)C 4-(3-isopropyl-4-methyl-1H-pyrrolo[2,3-c]pyridin-5-yl)piperazine-1-carboxylic acid tert-butyl ester